3-[[4-[(2R)-3-(1-bicyclo[1.1.1]pentanyl)-2-[(6-tert-butylfuro[2,3-b]pyrazin-2-yl)methylamino]propoxy]-6-(2,6-dimethylphenyl)pyrimidin-2-yl]sulfamoyl]benzoic acid C12(CC(C1)C2)C[C@H](COC2=NC(=NC(=C2)C2=C(C=CC=C2C)C)NS(=O)(=O)C=2C=C(C(=O)O)C=CC2)NCC=2N=C1C(=NC2)OC(=C1)C(C)(C)C